[Cs].C(=O)OO[Cs] caesio methaneperoxoate caesium